9-Fluoro-7-hydroxy-7-methyl-1-carbonyl-1,5,6,7-tetrahydropyrido[3,2,1-ij]quinoline-3-carboxylic acid methyl ester COC(=O)C=1N2C3=C(C=C(C=C3C(C1)=C=O)F)C(CC2)(C)O